BrC1=C(C(=NC=C1Cl)F)[C@@H](CCC=C)N[S@@](=O)C(C)(C)C (S)-N-((R)-1-(4-bromo-5-chloro-2-fluoropyridin-3-yl)pent-4-en-1-yl)-2-methylpropan-2-sulfinamide